3-(((R)-7-((2s,4R)-4-amino-2-(2,5-difluorophenyl)piperidine-1-carbonyl)-7-azaspiro[4.5]dec-10-yl)methyl)-6-phenylpyrimidin-4(3H)-one N[C@H]1C[C@H](N(CC1)C(=O)N1CC2(CCCC2)[C@@H](CC1)CN1C=NC(=CC1=O)C1=CC=CC=C1)C1=C(C=CC(=C1)F)F